N2-((R)-1-cyclopropylethyl)-N4-(1-(piperidin-1-yl)propan-2-yl)-6-(6-(trifluoromethyl)pyridin-2-yl)-1,3,5-triazine-2,4-diamine C1(CC1)[C@@H](C)NC1=NC(=NC(=N1)NC(CN1CCCCC1)C)C1=NC(=CC=C1)C(F)(F)F